NC1=CC=C(C=C1)CCCNC(=N)N 1-(4-amino-phenylpropyl)guanidine